BrCCCCOC1=CC=C(C#N)C=C1 4-(4-bromobutoxy)benzonitrile